BrC=1C=2N(C=C(C1)C(F)F)C=C(N2)CO (8-bromo-6-(difluoromethyl)imidazo[1,2-a]pyridin-2-yl)methanol